2,2-bis{4-[6'-(N-cyclohexyl-N-methylamino)-3'-methylspiro[phthalide-3,9'-xanthene]-2'-ylamino]phenyl}propane C1(CCCCC1)N(C)C=1C=C2OC=3C=C(C(=CC3C3(C2=CC1)OC(=O)C1=CC=CC=C13)NC1=CC=C(C=C1)C(C)(C)C1=CC=C(C=C1)NC1=CC=3C2(C4=CC=C(C=C4OC3C=C1C)N(C1CCCCC1)C)OC(=O)C1=CC=CC=C12)C